O1N=C(C2=C1C=CC=C2)CC(=O)NC21CC(C2)(C1)NC(COC1=CC(=C(C=C1)Cl)F)=O 2-(1,2-Benzoxazol-3-yl)-N-{3-[2-(4-chloro-3-fluorophenoxy)acetamido]bicyclo[1.1.1]pentan-1-yl}acetamide